FC1=CC=C2C=C(C(=NC2=C1)Cl)C=1NC2=C(N1)C=CC=C2 7-fluoro-2-chloro-3-benzimidazolyl-quinoline